1-cyclopropyl-N-((2-(4'-fluoro-2'-(4-methyl-4H-1,2,4-triazol-3-yl)-[1,1'-biphenyl]-3-yl)-7-(trifluoromethyl)benzo[d]oxazol-5-yl)methyl)methylamine C1(CC1)CNCC=1C=C(C2=C(N=C(O2)C=2C=C(C=CC2)C2=C(C=C(C=C2)F)C2=NN=CN2C)C1)C(F)(F)F